N-(3-(pyrrolidin-1-yl)propyl)oxazole-4-carboxamide N1(CCCC1)CCCNC(=O)C=1N=COC1